OC=1C2=C(N(C(C1C(=O)OCC)=O)C)CC(C2)C ethyl 4-hydroxy-1,6-dimethyl-2-oxo-6,7-dihydro-5H-cyclopenta[b]pyridine-3-carboxylate